(8-methoxy-5,6-dihydrobenzo[h]quinazolin-2-yl)-4-(3-(5-methylisoxazol-3-yl)ureido)benzamide COC=1C=CC2=C(CCC=3C=NC(=NC23)C2=C(C(=O)N)C=CC(=C2)NC(=O)NC2=NOC(=C2)C)C1